BrC1=C(C=C2C(=NC=NC2=C1F)NCC1(CCC1)N(C)C)Cl 7-bromo-6-chloro-N-((1-(dimethylamino)cyclobutyl)methyl)-8-Fluoroquinazolin-4-amine